C1=C(C=CC2=CC=CC=C12)C=1C2=CC=CC=C2C(=C2C=CC(=CC12)C)C1=CC2=CC=CC=C2C=C1 9,10-bis(2-naphthyl)-2-methylanthracene